(E)-2-(5-bromo-1H-indol-3-yl)-N'-(4-nitrobenzylidene)thiazole-4-carbohydrazide BrC=1C=C2C(=CNC2=CC1)C=1SC=C(N1)C(=O)N/N=C/C1=CC=C(C=C1)[N+](=O)[O-]